FC(=C(C=1SC(=C(C1F)F)F)C=1SC(=C(C1F)F)F)C(=O)O perfluorodithienylethenecarboxylic acid